(3-fluoro-4-(7-((3-(4-fluoropiperidin-1-yl) propyl) carbamoyl) benzo[d]imidazo[2,1-b]thiazol-2-yl) phenyl) piperidine-1-carboxylate N1(CCCCC1)C(=O)OC1=CC(=C(C=C1)C=1N=C2SC3=C(N2C1)C=CC(=C3)C(NCCCN3CCC(CC3)F)=O)F